(5-(3-chlorothiophen-2-yl)-1,3,4-thiadiazol-2-yl)-3-(2-methoxyethoxy)-2-oxo-4-(pyrimidin-2-ylamino)-2H-pyran-6-carboxamide ClC1=C(SC=C1)C1=NN=C(S1)C=1C(=C(C(OC1C(=O)N)=O)OCCOC)NC1=NC=CC=N1